(2S,5R)-N-(2-(2-chloro-4,5-difluorophenyl)propan-2-yl)-5-(hydroxymethyl)morpholine-2-carboxamide hydrochloride Cl.ClC1=C(C=C(C(=C1)F)F)C(C)(C)NC(=O)[C@@H]1CN[C@@H](CO1)CO